COC(CCS(NC1=C(C=CC(=C1)NC(=O)C1=CC=C(C=C1)C1=C(C=C(C=C1)C(F)(F)F)Cl)O)(=O)=O)=O 3-(N-(5-(2'-chloro-4'-(trifluoromethyl)-[1,1'-biphenyl]-4-carboxamido)-2-hydroxyphenyl)sulfamoyl)propionic acid methyl ester